CN1C=C(C=C1CN1CCOCC1)C(=O)O 1-methyl-5-(morpholinomethyl)-1H-pyrrole-3-carboxylic acid